(16-amino-16-oxopalmitoyl)glycine NC(CCCCCCCCCCCCCCC(=O)NCC(=O)O)=O